C(C)(C)(C)OC(CCNC1=CC(=NC2=CC=CC=C12)C1=CC=C(C=C1)OC)=O 3-((2-(4-methoxyphenyl)quinolin-4-yl)amino)propionic acid tert-butyl ester